[2H]C(N(C([2H])([2H])[2H])C([2H])([2H])[2H])(CC1=CNC2=CC=CC=C12)[2H] dideutero-N,N-bis(trideuteromethyl)tryptamine